N-[5-(2-cyclopropyloxypyrimidin-5-yl)-4-fluoro-2-methylphenyl]-6-fluoropyrazolo[1,5-a]pyridine-3-carboxamide C1(CC1)OC1=NC=C(C=N1)C=1C(=CC(=C(C1)NC(=O)C=1C=NN2C1C=CC(=C2)F)C)F